C(CCCCCCCCCCCCC)C(C(=O)O)(CSCCC(=O)O)CCCCCCCCCCCCCC.S(CCC(=O)OCCCCCCCCCCCCCC)CCC(=O)OCCCCCCCCCCCCCC ditetradecyl thiodipropionate (dimyristylthiodipropionate)